FC1=CC=C(C=C1)[C@H]1[C@@H](C1)NCCC[C@@H](C(=O)N1CCN(CC1)S(=O)(=O)C)NC(C1=CC=C(C=C1)C1=CC=CC=C1)=O N-[(2S)-5-[[(1R,2S)-2-(4-fluorophenyl)cyclopropyl]amino]-1-(4-methanesulfonylpiperazin-1-yl)-1-oxopentan-2-yl]-4-phenylbenzamide